C(=C/C)/OB(O)O cis-propenylboric acid